CC1(C2=CC=CC=C2OC=2C=CC=CC12)C (l)-9,9-dimethylxanthene